4-Cyclopropyl-N-((S)-(7-(((3S*,5S)-5-cyclopropyl-2-oxopyrrolidin-3-yl)methyl)imidazo[1,2-b]pyridazin-2-yl)(4,4-difluorocyclohexyl)methyl)-1,2,5-oxadiazole-3-carboxamide C1(CC1)C=1C(=NON1)C(=O)N[C@@H](C1CCC(CC1)(F)F)C=1N=C2N(N=CC(=C2)C[C@@H]2C(N[C@@H](C2)C2CC2)=O)C1 |o1:29|